5-((4-(Benzo[d]isoxazol-3-yl)piperidin-1-yl)methyl)-2-(2,6-dioxopiperidin-3-yl)isoindoline-1,3-dione O1N=C(C2=C1C=CC=C2)C2CCN(CC2)CC=2C=C1C(N(C(C1=CC2)=O)C2C(NC(CC2)=O)=O)=O